methyl 3-((4-(tert-butyl) benzyl) thio)-6-cyanopyrazine-2-carboxylate C(C)(C)(C)C1=CC=C(CSC=2C(=NC(=CN2)C#N)C(=O)OC)C=C1